9-(2-cyclopropylethoxy)-6-isopropyl-2-oxo-10-(thiazol-2-yl)-6,7-dihydro-2H-pyrido[2,1-a]isoquinoline-3-carboxylic acid ethyl ester C(C)OC(=O)C=1C(C=C2N(C(CC3=CC(=C(C=C23)C=2SC=CN2)OCCC2CC2)C(C)C)C1)=O